(2R)-2-amino-N-(5-spiro[2H-benzofuran-3,1'-cyclopropane]-4-yloxypyrazin-2-yl)butanamide N[C@@H](C(=O)NC1=NC=C(N=C1)OC1=CC=CC2=C1C1(CC1)CO2)CC